BrC=1C=2N(C3=CC(=NC=C3C1)Cl)C=NN2 4-bromo-8-chloro-[1,2,4]triazolo[4,3-a][1,6]naphthyridine